3-methoxy-N-(6-((S)-5-methyl-6,7-dihydro-5H-pyrrolo[1,2-a]imidazol-3-yl)pyridin-2-yl)-1-((R)-tetrahydrofuran-3-yl)-1H-pyrazole-4-carboxamide COC1=NN(C=C1C(=O)NC1=NC(=CC=C1)C1=CN=C2N1[C@H](CC2)C)[C@H]2COCC2